ClC1=CC=C(C(=N1)C(=O)O)N[C@H](C)C1=C2N=C(C(=NC2=CC(=C1)C)C#N)N1CCC(CC1)C1CCC1 (R)-6-chloro-3-((1-(2-cyano-3-(4-cyclobutylpiperidin-1-yl)-7-methylquinoxalin-5-yl)ethyl)amino)picolinic acid